C(C1=CC=CC=C1)SC1=NC(=CC(=C1)C1=CC=2C(=NC=CC2C=2C=C3C(=NNC3=CC2)N)N1)F 5-(2-(2-(Benzylthio)-6-fluoropyridin-4-yl)-1H-pyrrolo[2,3-b]pyridin-4-yl)-1H-indazol-3-amine